α-propyl-1-vinylnaphthalene C(CC)C1(CC=CC2=CC=CC=C12)C=C